C1(CCCCC1)[C@@]1(OCC2=CC(=CC=C2[C@H]1C1=CC=C(C=C1)N1CCC(CC1)C(OC)OC)O)C trans-3-cyclohexyl-4-(4-(4-(dimethoxymethyl)piperidin-1-yl)phenyl)-3-methylisochroman-7-ol